IC=1C=CC(=C(C1)CC1=CC=C(OC2COCC2)C=C1)Cl 3-{4-[(5-iodo-2-chlorophenyl)methyl]phenoxy}tetrahydrofuran